[Co](Cl)Cl.CC1=C(C(=CC(=C1)C)C)C=1C=C(C=C(C1)C1=C(C=C(C=C1C)C)C)C1=NC2=C3N=CC=CC3=CC=C2C=C1 3,5-bis(2,4,6-trimethylphenyl)phenyl-1,10-phenanthroline cobalt dichloride